3-(1,1-dioxido-7-((tetrahydro-2H-pyran-4-yl)amino)-3-(thiazol-4-yl)benzo[b]thiophen-2-yl)prop-2-yn O=S1(C2=C(C(=C1C#CC)C=1N=CSC1)C=CC=C2NC2CCOCC2)=O